3'-oxo-2',3'-dihydro-1'H-spiro[cyclobutane-1,4'-isoquinoline]-3-ylmethanesulfonate O=C1NCC2=CC=CC=C2C12CC(C2)CS(=O)(=O)[O-]